C1OCC12CC(C2)CN2[C@H](CN(CC2)CC2=CC=1N(C=C2)N=CC1N1C(NC(CC1)=O)=O)C (S)-1-(5-((4-((2-oxaspiro[3.3]heptan-6-yl)methyl)-3-methylpiperazin-1-yl)methyl)pyrazolo[1,5-a]pyridin-3-yl)dihydropyrimidine-2,4(1H,3H)-dione